C(#N)CS(=O)(=O)NC=1C(=NC=C(C1)C1=CC=2C3=C(C=NC2C=C1F)N(C(C31CCC1)=O)C)OCCN(C(OC(C)(C)C)=O)C(C)C tert-Butyl (2-((3-((cyanomethyl)sulfonamido)-5-(7'-fluoro-3'-methyl-2'-oxo-2',3'-dihydrospiro[cyclobutane-1,1'-pyrrolo[2,3-c]quinolin]-8'-yl)pyridin-2-yl)oxy)ethyl)(isopropyl)carbamate